N1=CC=C(C=C1)P(C1=CC=NC=C1)C1=CC=NC=C1 tri(pyridine-4-yl)phosphine